O=C1NC(CCC1N1C(C2=CC=CC(=C2C1=O)N1CCC(CC1)CN1CCC(CC1)N1N=NC(=C1)C1=C(C=2NC=3C=C(C=CC3C2N=C1)C#N)NC(C)C)=O)=O 3-(1-(1-((1-(2-(2,6-dioxopiperidin-3-yl)-1,3-dioxoisoindolin-4-yl)piperidin-4-yl)methyl)piperidin-4-yl)-1H-1,2,3-triazol-4-yl)-4-(isopropylamino)-5H-pyrido[3,2-b]indole-7-carbonitrile